5'-(3-Amino-5-(4-(cyanomethyl)-3-methylpyridin-2-yl)phenyl)-4'-chloro-3-methyl-1',2'-dihydrospiro[cyclopentane-1,3'-pyrrolo[2,3-b]pyridine]-3-carbonitrile NC=1C=C(C=C(C1)C1=NC=CC(=C1C)CC#N)C=1C(=C2C(=NC1)NCC21CC(CC1)(C#N)C)Cl